1-carbethoxy-4-aminopiperidine C(=O)(OCC)N1CCC(CC1)N